O1CCN(CC1)C1=NN=NS1 5-morpholino-1,2,3,4-thiatriazole